4-chloro-3-nitroaniline ClC1=C(C=C(N)C=C1)[N+](=O)[O-]